ClC1=C(OCC(=O)O)C=C(C(=C1)F)C1=NN(C(=C1Cl)OC(F)F)C 2-chloro-5-(4-chloro-5-difluoromethoxy-1-methylpyrazol-3-yl)-4-fluorophenoxyacetic acid